CC1=C(\C=N\NC(=O)C2=NC(=CN=C2)C=2C=NC(=CC2)OC(F)(F)F)C=CC=C1 (E)-N'-(2-methylbenzylidene)-6-(6-(trifluoromethoxy)pyridin-3-yl)pyrazine-2-carbohydrazide